BrC=1C(=NC(=NC1)N)F 5-Bromo-4-fluoropyrimidin-2-amine